3-(4-amino-4-methylpiperidin-1-yl)pyridin NC1(CCN(CC1)C=1C=NC=CC1)C